CC1=C(CNC2=NC(=CC(=N2)N(CC)CC)Cl)C=CC=C1C1=CC=CC=C1 2-(2-methyl-3-phenylbenzylamino)-4-(diethylamino)-6-chloropyrimidine